1-methyl-1-(9-carboxynonynyl)-2,3,4,5-tetraphenylsilole C[Si]1(C(=C(C(=C1C1=CC=CC=C1)C1=CC=CC=C1)C1=CC=CC=C1)C1=CC=CC=C1)C#CCCCCCCCC(=O)O